(R)-(4-(benzo[d]oxazol-2-yl)-4,6-dihydropyrrolo[3,4-d]imidazol-5(1H)-yl)(5-(pyridin-2-yl)-1,3,4-oxadiazol-2-yl)methanone O1C(=NC2=C1C=CC=C2)[C@@H]2N(CC=1NC=NC12)C(=O)C=1OC(=NN1)C1=NC=CC=C1